4-[5-(aminomethyl)pyrimidin-2-yl]-3-[2-methyl-5-(1-methylpyrazol-4-yl)pyrazol-3-yl]oxybenzonitrile NCC=1C=NC(=NC1)C1=C(C=C(C#N)C=C1)OC=1N(N=C(C1)C=1C=NN(C1)C)C